6-bromo-1-ethyl-3,1-benzoxazine-2,4-dione BrC=1C=CC2=C(C(OC(N2CC)=O)=O)C1